(3,4-Dichlorophenyl)(3-(3-methyl-1,2,4-thiadiazol-5-yl)-8-(2-morpholinoethyl)-5,6-dihydro-[1,2,4]triazolo[4,3-a]pyrazin-7(8H)-yl)methanone 5-Octyltridecyl-5-Hydroxydodecanoate C(CCCCCCC)C(CCCCOC(CCCC(CCCCCCC)O)=O)CCCCCCCC.ClC=1C=C(C=CC1Cl)C(=O)N1C(C=2N(CC1)C(=NN2)C2=NC(=NS2)C)CCN2CCOCC2